Bis(cyclopentadienyl)hafnium (II) C1(C=CC=C1)[Hf]C1C=CC=C1